chlorovinyl fluoride ClC=CF